O1C(=CC=C1)C=1C=CC(=C(C1)NC1=NC=NC2=CC(=C(C=C12)NC1CCN(CC1)C(C=C)=O)OC1COCC1)OC 1-(4-((4-((5-(furan-2-yl)-2-methoxyphenyl)amino)-7-((tetrahydrofuran-3-yl)oxy)quinazolin-6-yl)amino)piperidin-1-yl)prop-2-en-1-one